COC(C1=C(C=CC=C1)NC1=C(C=C(C=C1)[N+](=O)[O-])N)=O Methyl-2-((2-amino-4-nitrophenyl)amino)benzoat